5-((2-(2-(2-(2-aminoethoxy)ethoxy)ethoxy)ethyl)amino)-2-(2,6-dioxopiperidin-3-yl)isoindoline-1,3-dione NCCOCCOCCOCCNC=1C=C2C(N(C(C2=CC1)=O)C1C(NC(CC1)=O)=O)=O